4-(4-(3-azabicyclo[3.2.2]nonan-3-yl)-8-fluoro-2-(((2R,7aS)-2-fluorotetrahydro-1H-pyrrolizin-7a(5H)-yl)methoxy)pyrido[4,3-d]pyrimidin-7-yl)-5-ethyl-6-fluoronaphthalen-2-ol C12CN(CC(CC1)CC2)C=2C1=C(N=C(N2)OC[C@]23CCCN3C[C@@H](C2)F)C(=C(N=C1)C1=CC(=CC2=CC=C(C(=C12)CC)F)O)F